(2-methyl-4-(1-phenylethoxy)phenyl)boronic acid pinacol ester CC1=C(C=CC(=C1)OC(C)C1=CC=CC=C1)B1OC(C)(C)C(C)(C)O1